5-(4-((6-((6-(azidomethyl)-3-azabicyclo[3.1.0]hex-3-yl)methyl)pyridin-3-yl)ethynyl)phenyl)-3-((2-((1S)-1-((tetrahydro-2H-pyran-2-yl)oxy)ethyl)-1H-imidazole-1-yl)methyl)isoxazole N(=[N+]=[N-])CC1C2CN(CC12)CC1=CC=C(C=N1)C#CC1=CC=C(C=C1)C1=CC(=NO1)CN1C(=NC=C1)[C@H](C)OC1OCCCC1